C(C1=CC=CC=C1)C1=CC(=NN1)NC=1N=C(C2=C(N1)C=C(O2)C2=CC=NC=C2)N2CCOCC2 N-(5-benzyl-1H-pyrazol-3-yl)-4-morpholino-6-(pyridin-4-yl)furo[3,2-d]pyrimidin-2-amine